OC1C2=C(N(S(C3=C1C=CC(=C3)C)(=O)=O)C)C=CC=C2 11-Hydroxy-3,6-dimethyl-6,11-dihydrodibenzo[c,f][1,2]thiazepine 5,5-dioxide